triphenyltin cyanide C1(=CC=CC=C1)[Sn](C1=CC=CC=C1)(C1=CC=CC=C1)C#N